C1(CCC1)OC=1C(=CC2=CN(N=C2C1)C12COC(CC1)(CC2)C)C(=O)OC methyl 6-(cyclobutoxy)-2-(1-methyl-2-oxabicyclo[2.2.2]octan-4-yl)indazole-5-carboxylate